NC1=NC(=C2N=CN(C2=N1)[C@@H]1O[C@@H]([C@H](C1)O)C([2H])([2H])O)SC=CC(C)=O 4-((2-amino-9-((2R,4S,5R)-4-hydroxy-5-(hydroxymethyl-d2)tetrahydrofuran-2-yl)-9H-purin-6-yl)thio)but-3-en-2-one